COC1=CC=C(C=C1)C=1C=2N(C(=CC1)C1=CC=CC=C1)C1=C(N2)C=CC=C1 4-(p-methoxyphenyl)-1-phenylbenzo[4,5]imidazo[1,2-a]pyridine